Trans-rac-3-chloro-5-isopropyl-8-((2r,3s)-2-methyl-3-((methylsulfonyl)methyl)azetidin-1-yl)isoquinoline ClC=1N=CC2=C(C=CC(=C2C1)C(C)C)N1[C@@H]([C@H](C1)CS(=O)(=O)C)C |r|